CC1=CC=CC2=C(C3=C(C=CC=C3C(=C12)OC(=O)OCC)C)OC(=O)OCC 1,5-dimethyl-9,10-bis(ethoxycarbonyloxy)anthracene